C(C)(=O)[O-].C(CCCCCCCCCCC)[N+]1(CCCCC1)CCC 1-dodecyl-1-propylpiperidinium acetate